1-(pyrazin-2-yl)methanamine N1=C(C=NC=C1)CN